2-Amino-4-(butylamino)-6-((4-(pyrrolidin-1-ylmethyl)thiazol-2-yl)methyl)pyrimidine NC1=NC(=CC(=N1)NCCCC)CC=1SC=C(N1)CN1CCCC1